1-[(2-methylpropan-2-yl)oxycarbonyl]-4-pyrazol-1-ylpyrrolidine-2-carboxylic acid CC(C)(C)OC(=O)N1C(CC(C1)N1N=CC=C1)C(=O)O